5-Phenethylbicyclo[2.2.1]-hept-2-en C(CC1=CC=CC=C1)C1C2C=CC(C1)C2